C1(CC1)S(=O)(=O)OC=1C=NC=NC1 pyrimidin-5-yl cyclopropanesulfonate